[C@@H]12[C@@H](C[C@@H](CC1)O2)NC=2N=NC(=C1C2C=NC=C1)C1=C(C=C(C=C1)C(F)(F)F)O 2-(4-(((1S,2R,4R)-7-oxabicyclo[2.2.1]heptan-2-yl)amino)pyrido[3,4-d]pyridazin-1-yl)-5-(trifluoromethyl)phenol